3-(2-isopropyloxazol-5-yl)-1H-indazol-5-amine C(C)(C)C=1OC(=CN1)C1=NNC2=CC=C(C=C12)N